(1R,3R,4R)-N-((S)-1-cyano-2-((S)-2-oxopiperidin-3-yl)ethyl)-2-((R)-3-cyclopropyl-2-((1-methyl-1H-pyrazol-4-yl)amino)propanoyl)-5,5-difluoro-2-azabicyclo[2.2.2]octane-3-carboxamide C(#N)[C@H](C[C@H]1C(NCCC1)=O)NC(=O)[C@@H]1N([C@H]2CC([C@@H]1CC2)(F)F)C([C@@H](CC2CC2)NC=2C=NN(C2)C)=O